OC1(CCC(CC1)CNC1=C(C=C(C=C1)S(=O)(=O)NC(C1=CC=C(C=C1)N1CCC2(CC(C2)N2C(CN(CC2)CC2=CC=C(C=C2)OC)C2=C(C=CC=C2)C(C)C)CC1)=O)[N+](=O)[O-])C N-((4-((((1r,4r)-4-hydroxy-4-methylcyclohexyl)methyl)amino)-3-nitrophenyl)sulfonyl)-4-(2-(2-(2-isopropylphenyl)-4-(4-methoxybenzyl)piperazin-1-yl)-7-azaspiro[3.5]nonan-7-yl)benzamide